1-methyl-7-[4-(4-methyl-4,7-diazaspiro[2.5]oct-7-yl)anilino]-3-(1,2,3,4-tetrahydroquinolin-4-yl)-4H-pyrimido[4,5-d]pyrimidin-2-one CN1C(N(CC=2C1=NC(=NC2)NC2=CC=C(C=C2)N2CCN(C1(CC1)C2)C)C2CCNC1=CC=CC=C21)=O